di(hydroxypropyl)-hydroxylammonium OCCC[NH+](O)CCCO